2-(7,8-difluoro-3-quinolyl)-4-[(6-fluoro-3-pyridyl)methyl]-6,6-dimethyl-4,5-dihydro-1,3-oxazine FC1=CC=C2C=C(C=NC2=C1F)C=1OC(CC(N1)CC=1C=NC(=CC1)F)(C)C